FC1=C(C=C(C=C1C[C@@H]1N(CC2(CC2)[C@@H]1NS(=O)(=O)C)C(=O)N(C([2H])([2H])[2H])C([2H])([2H])[2H])F)C1=CC=CC=C1 (6S,7S)-6-((2,5-difluoro-[1,1'-biphenyl]-3-yl)methyl)-N,N-bis(methyl-d3)-7-(methylsulfonamido)-5-azaspiro[2.4]heptane-5-carboxamide